2'-bromo-10,10-dimethyl-10H-spiro[anthracen-9,9'-fluorene] BrC1=CC=2C3(C4=CC=CC=C4C2C=C1)C1=CC=CC=C1C(C=1C=CC=CC13)(C)C